3-Cyclopropyl-1-(2,2,2-trifluoro-ethyl)-1H-pyrazole-4-carboxylic acid [5-(1-methyl-2-oxo-1,2,3,4-tetrahydro-quinolin-6-yl)-pyridin-3-ylmethyl]-amide CN1C(CCC2=CC(=CC=C12)C=1C=C(C=NC1)CNC(=O)C=1C(=NN(C1)CC(F)(F)F)C1CC1)=O